CC=1C=C(C=CC1)S(=O)(=O)N1CC2(C3=CC=CC=C13)CCCC2 1'-(3-methylbenzenesulfonyl)-1',2'-dihydrospiro[cyclopentane-1,3'-indole]